6-aminophenylboronic acid NC1=CC=CC=C1B(O)O